CN1C(=CNS1)C(=O)O 5-methyl-1,2,5-thiadiazole-4-carboxylic acid